(3r,5r)-1-{2-[1-(cyclopropylmethyl)-6-(3-methoxyphenyl)-1H-indol-2-yl]-4-methoxy-3-methylpyrazolo[1,5-a]pyridine-6-carbonyl}-5-fluoropiperidin-3-amine C1(CC1)CN1C(=CC2=CC=C(C=C12)C1=CC(=CC=C1)OC)C1=NN2C(C(=CC(=C2)C(=O)N2C[C@@H](C[C@H](C2)F)N)OC)=C1C